2-(2'-(9,9-dimethyl-9H-fluoren-2-yl)-[1,1'-biphenyl]-4-yl)-4,4,5,5-tetramethyl-1,3,2-dioxaborolane CC1(C2=CC=CC=C2C=2C=CC(=CC12)C1=C(C=CC=C1)C1=CC=C(C=C1)B1OC(C(O1)(C)C)(C)C)C